C(C)(C)[C@@H]1[C@H](C1)C=1C=C(C=2N(C1C)C=CN2)C=2C(NC(NC2)=O)=O 5-(6-((1S,2R)-2-isopropylcyclopropyl)-5-methylimidazo[1,2-a]pyridin-8-yl)pyrimidine-2,4(1H,3H)-dione